C1(C#CCCCCC1)OC(=O)C(CCC[C@H](N)C(=O)O)N 6-((cyclooct-2-yn-1-yloxy)carbonyl)-L-lysine